FC(CN1N=CC(=N1)CN1CC2(CN(C2)C(=O)N2CC3(C2)CC(C3)N3N=C(N=C3)C(F)(F)F)C1)(F)F [6-[[2-(2,2,2-trifluoroethyl)triazol-4-yl]methyl]-2,6-diazaspiro[3.3]heptan-2-yl]-[6-[3-(trifluoromethyl)-1,2,4-triazol-1-yl]-2-azaspiro[3.3]heptan-2-yl]methanone